(S)-2-(4-(6-(4-(1H-imidazol-1-yl)benzyloxy)pyridin-2-yl)-2,5-difluorobenzyl)-3-(oxetan-2-ylmethyl)-3H-imidazo[4,5-b]pyridine-5-carboxylic acid N1(C=NC=C1)C1=CC=C(COC2=CC=CC(=N2)C2=CC(=C(CC3=NC=4C(=NC(=CC4)C(=O)O)N3C[C@H]3OCC3)C=C2F)F)C=C1